C1OCC12CN(C2)C2CC1(CC2)CCN(CC1)S(=O)(=O)C=1C=CC(=C(C#N)C1)C 5-((2-(2-oxa-6-azaspiro[3.3]heptan-6-yl)-8-azaspiro[4.5]decan-8-yl)sulfonyl)-2-methylbenzonitrile